C1(CC1)CC=1C2=C(S(C1)=O)C(=CC=C2)NC2C(CN(CC2)C)F 3-(cyclopropylmethyl)-7-((3-fluoro-1-methylpiperidin-4-yl)amino)-1-oxidobenzo[b]thiophen